(S)-N-((1,4-dibromo-6-((tert-butyldimethylsilyl)oxy)-6,7-dihydro-5H-cyclopenta[c]pyridin-3-yl)methylene)-2-methylpropan-2-sulfinamide BrC1=NC(=C(C2=C1CC(C2)O[Si](C)(C)C(C)(C)C)Br)C=N[S@@](=O)C(C)(C)C